COC1=CC=C(C=C1)C(C(NC1=CC=C(C=C1)[Si](C)(C)C)=O)NC(CN(C)C)=O N-(1-(4-methoxyphenyl)-2-oxo-2-((4-(trimethylsilyl)phenyl)amino)ethyl)-N2,N2-dimethylglycinamide